1-(2-(6-(4-((4-(trifluoromethyl)pyridin-2-yl)oxy)phenyl)quinazolin-8-yl)pyrrolidin-1-yl)but-2-yn-1-one FC(C1=CC(=NC=C1)OC1=CC=C(C=C1)C=1C=C2C=NC=NC2=C(C1)C1N(CCC1)C(C#CC)=O)(F)F